dimethyl maleinate C(\C=C/C(=O)OC)(=O)OC